3-(3,4-dichlorophenyl)-5-(2-(3-fluoropyrrolidin-1-yl)-2-oxoethyl)-1-(methoxymethyl)-1H-pyrrolo[3,2-c]pyridin-4(5H)-one ClC=1C=C(C=CC1Cl)C1=CN(C2=C1C(N(C=C2)CC(=O)N2CC(CC2)F)=O)COC